4-Amino-N-(1-((2-fluoro-5-methoxyphenyl)amino)-6-methylisoquinolin-5-yl)quinazoline-8-carboxamide NC1=NC=NC2=C(C=CC=C12)C(=O)NC1=C2C=CN=C(C2=CC=C1C)NC1=C(C=CC(=C1)OC)F